CC1(CN(C1)C1=CC(=NC=C1)N1N=CC(=C1)S(=O)(=O)NC=1C(=CC=C2C=NN(C12)C)OC)C 1-(4-(3,3-DIMETHYLAZETIDIN-1-YL)PYRIDIN-2-YL)-N-(6-METHOXY-1-METHYL-1H-INDAZOL-7-YL)-1H-PYRAZOLE-4-SULFONAMIDE